C(C)[C@@]1(CC[C@@]2([C@H]3CC[C@@]4([C@H](CC[C@H]4[C@@H]3CC=C2C1)[C@@H](CC[C@H](C(C)C)O)OC)C)C)O (3S,8S,9S,10R,13S,14S,17S)-3-ethyl-17-((1R,4R)-4-hydroxy-1-methoxy-5-methylhexyl)-10,13-dimethyl-2,3,4,7,8,9,10,11,12,13,14,15,16,17-tetradecahydro-1H-cyclopenta[a]phenanthren-3-ol